C1(CC1)COC1=C(C=CC(=N1)C(=O)NC(C(=O)OCCC([2H])([2H])F)(CC)CC)N1CC(C1)(F)F 3-fluoro(3,3-dideuterio)propyl 2-{[6-(cyclopropylmethoxy)-5-(3,3-difluoroazetidin-1-yl)pyridine-2-carbonyl] amino}-2-ethylbutanoate